C1(CC1)C1=CC(=C(C(=O)NC2=CC(=C(C=C2)F)C(C(=O)NCCO)(F)F)C=C1C(F)(F)F)OC1=C(C=C(C=C1)F)C 4-Cyclopropyl-N-(3-(1,1-difluoro-2-((2-hydroxyethyl)amino)-2-oxoethyl)-4-fluorophenyl)-2-(4-Fluoro-2-methylphenoxy)-5-(trifluoromethyl)benzamide